ClC1=C(C(=O)N2CCN(CC2)CC[N+](C)(C)C)C=CC(=C1)NC(=O)C=1N(C(=CN1)C1=C(C(=C(C=C1)OC)F)F)C 2-[4-[2-chloro-4-[[5-(2,3-difluoro-4-methoxy-phenyl)-1-methyl-imidazole-2-carbonyl]amino]benzoyl]piperazin-1-yl]ethyl-trimethyl-ammonium